4,4'-(3,4-dimethylfuran-2,5-diyl)dibenzoimidamide CC1=C(OC(=C1C)C1=CC=C(C(N)=N)C=C1)C1=CC=C(C(N)=N)C=C1